(1r,4r)-4-(3-Chloroanilino)-2'-{3-[(quinolin-4-yl)oxy]propyl}-2',3'-dihydrospiro[cyclohexane-1,1'-indene]-4-carboxylic acid methyl ester COC(=O)C1(CCC2(C(CC3=CC=CC=C23)CCCOC2=CC=NC3=CC=CC=C23)CC1)NC1=CC(=CC=C1)Cl